The molecule is an episterol ester obtained by formal condensation of the carboxy group of palmitoleic acid with the hydroxy group of episterol. It has a role as a Saccharomyces cerevisiae metabolite. It derives from an episterol and a palmitoleic acid. CCCCCC/C=C\\CCCCCCCC(=O)O[C@H]1CC[C@@]2([C@H]3CC[C@]4([C@H](C3=CC[C@H]2C1)CC[C@@H]4[C@H](C)CCC(=C)C(C)C)C)C